1-amino-4-[3-(4-(2-methacryloxyethoxy)-6-chlorotriazin-2-ylamino)-4-sulfophenylamino]anthraquinone-2-sulfonic acid NC1=C(C=C(C=2C(C3=CC=CC=C3C(C12)=O)=O)NC1=CC(=C(C=C1)S(=O)(=O)O)NN1NC(=CC(=N1)OCCOC(C(=C)C)=O)Cl)S(=O)(=O)O